2-hydroxymethyl-2-nitro-oxymethyl-1,3-propanediol OCC(CO)(CO)CO[N+](=O)[O-]